C(#C)C=1C(NC=2C=C(C=NC2C1)CN1CCC(=CC1)C=1C=NC(=CC1)C(=O)NC)=C=O 1'-((7-ethynyl-6-carbonyl-5,6-dihydro-1,5-naphthyridin-3-yl)methyl)-N-methyl-1',2',3',6'-tetrahydro-[3,4'-bipyridine]-6-carboxamide